(R)-5-(benzyloxy)-1-(2-(pyrrolidin-1-yl)propyl)-1H-indole C(C1=CC=CC=C1)OC=1C=C2C=CN(C2=CC1)C[C@@H](C)N1CCCC1